2-(cyclopropylamino)-N-(4-(4-fluorophenyl)pyridin-3-yl)pyrimidine-4-carboxamide (R)-methyl-2-aminopent-4-enoate COC([C@@H](CC=C)N)=O.C1(CC1)NC1=NC=CC(=N1)C(=O)NC=1C=NC=CC1C1=CC=C(C=C1)F